COCC12C(C(CC2C1)CC1C(C1)(C=O)C)(C)C 2-[[1-(methoxymethyl)-2,2-dimethyl-3-bicyclo[3.1.0]hexanyl]methyl]-1-methyl-cyclopropanecarbaldehyde